COC1=CC2=C(N=C(N=C2SCC(=O)C2=CC=C(S2)CN2C(COCC2)=O)C)N=C1 4-((5-(2-((6-methoxy-2-methylpyrido[2,3-d]pyrimidin-4-yl)thio)acetyl)thiophen-2-yl)methyl)morpholin-3-one